6-bromo-N,3-dimethyl-1H-indole-2-carboxamide BrC1=CC=C2C(=C(NC2=C1)C(=O)NC)C